ClC=1C=C(C(=O)NC2=NC=C(C=C2)C2(CCC2)C2=NC3=C(N2)C=C(C=C3)C(F)(F)F)C=CC1 3-chloro-N-(5-{1-[6-(trifluoromethyl)-1H-benzimidazol-2-yl]cyclobutyl}pyridin-2-yl)benzamide